O[C@@H]1[C@H](CCCC1)NC(C1=NC(=CC(=C1)CC1=CC=C(C=C1)C1=NN(C=C1)C)N1N=CC=C1)=O N-((1S,2S)-2-hydroxycyclohexyl)-4-(4-(1-methyl-1H-pyrazol-3-yl)benzyl)-6-(1H-pyrazol-1-yl)picolinamide